C(C1=CC=CC=C1)N1CCN(CC1)S(=O)(=O)N1C=CC=2C(=NC=C(C21)C)OC(F)F 1-((4-benzylpiperazin-1-yl)sulfonyl)-4-(difluoromethoxy)-7-methyl-1H-pyrrolo[3,2-c]pyridine